2-methyl-4,6-bis(methylthio)-1,3-benzenediamine CC1=C(C(=CC(=C1N)SC)SC)N